1-acetyl-N-{2-[(cyclopropylformamido)[4-(propan-2-yl)phenyl]methyl]phenyl}azetidine-3-carboxamide C(C)(=O)N1CC(C1)C(=O)NC1=C(C=CC=C1)C(C1=CC=C(C=C1)C(C)C)NC(=O)C1CC1